Spermine argon [Ar].NCCCNCCCCNCCCN